5-Amino-1-(1-methylcyclopropyl)-3-(4-(2-((5-neopentylisoxazol-3-yl)amino)-2-oxoethyl)phenyl)-1H-pyrazole-4-carboxamide NC1=C(C(=NN1C1(CC1)C)C1=CC=C(C=C1)CC(=O)NC1=NOC(=C1)CC(C)(C)C)C(=O)N